CC1(CNCCC1CN1C(C=C(C=C1)C1=CC=CC=C1)=O)C 1-((3,3-dimethylpiperidin-4-yl)methyl)-4-phenylpyridin-2(1H)-one